6-(4-methyl-1H-imidazol-1-yl)-N-(4-methyl-3-(2-(methylamino)-8,9-dihydroimidazo[1',2':1,6]pyrido[2,3-d]pyrimidin-6-yl)phenyl)-4-(trifluoromethyl)pyridineamide CC=1N=CN(C1)C1=CC(=CC(=N1)C(=O)NC1=CC(=C(C=C1)C)C1=CC2=C(N=C(N=C2)NC)N2C1=NCC2)C(F)(F)F